(E)-4-cyclobutoxy-6-(6-(2-(5-cyclopropyl-3-(3,5-dichloropyridin-4-yl)isoxazol-4-yl)vinyl)-3-azabicyclo[3.1.0]hex-3-yl)quinoline-2-carboxylic acid C1(CCC1)OC1=CC(=NC2=CC=C(C=C12)N1CC2C(C2C1)\C=C\C=1C(=NOC1C1CC1)C1=C(C=NC=C1Cl)Cl)C(=O)O